1-(3-((4-(4-((9-cyclopentyl-8-(phenylamino)-9H-purin-2-yl)amino)phenyl)piperazin-1-yl)methyl)phenyl)dihydropyrimidine-2,4(1H,3H)-dione C1(CCCC1)N1C2=NC(=NC=C2N=C1NC1=CC=CC=C1)NC1=CC=C(C=C1)N1CCN(CC1)CC=1C=C(C=CC1)N1C(NC(CC1)=O)=O